FC=1C=C2C(CCOC2=C(C1O[C@@H](C1=CC=NC=C1)C1=CC=C(C=C1)OC)C)=O (R,S)-6-Fluoro-7-((4-methoxyphenyl)(pyridin-4-yl)methoxy)-8-methylchroman-4-one